OC1=C(C=CC=C1OC)C(C)=O 1-(2-hydroxy-3-methoxyphenyl)ethan-1-one